CNC(=O)C1NC(CC1)=O N-methyl-5-oxo-pyrrolidine-2-carboxamide